Cl.ClC=1C=C(CCN2C[C@@H](CCC2)CN)C=CC1OCC (S)-(1-(3-chloro-4-ethoxyphenethyl)piperidin-3-yl)methanamine hydrochloride